(4-(aminomethyl)piperidin-1-yl)(4-((3-(4-(difluoromethoxy)phenyl)imidazo[1,2-a]pyrazin-8-yl)amino)-2-methylphenyl)methanone hydrochloride Cl.NCC1CCN(CC1)C(=O)C1=C(C=C(C=C1)NC=1C=2N(C=CN1)C(=CN2)C2=CC=C(C=C2)OC(F)F)C